(R)-2-(7-octenyl)alanine benzyl-14-bromotetradecanoate C(C1=CC=CC=C1)C(C(=O)O)CCCCCCCCCCCCBr.C(CCCCCC=C)[C@](N)(C)C(=O)O